tert-butyl N-[(1S)-1-[(1R,2S,5S)-2-[[3-amino-1-(cyclopropylmethyl)-2-hydroxy-3-oxo-propyl]carbamoyl]-6,6-dimethyl-3-azabicyclo[3.1.0]hexane-3-carbonyl]-2,2-dimethyl-propyl]carbamate NC(C(C(CC1CC1)NC(=O)[C@@H]1[C@H]2C([C@H]2CN1C(=O)[C@H](C(C)(C)C)NC(OC(C)(C)C)=O)(C)C)O)=O